2-chloro-4-(4-isopropoxy-2-methylanilino)pyridine-3-carbonitrile ClC1=NC=CC(=C1C#N)NC1=C(C=C(C=C1)OC(C)C)C